ClC1=CC2=C(N(C(=N2)CN2[C@@H]3CC[C@@H]3N(CC2)C2=NC(=CC=C2)OCC2=C(C=C(C=C2)C#N)F)C[C@@H]2OCC2)C=C1C(=O)O |o1:10,13,35| rel-5-Chloro-2-(((1R,6S)-5-(6-((4-cyano-2-fluorobenzyl)oxy)pyridin-2-yl)-2,5-diazabicyclo[4.2.0]octan-2-yl)methyl)-1-(((R)-oxetan-2-yl)methyl)-1H-benzo[d]imidazole-6-carboxylic acid